FC=1C(=C(C(=O)NC)C=C(C1F)CC1=C(C(=NC=C1)NS(NC)(=O)=O)F)NC1=C(C=C(C=C1)I)F 3,4-Difluoro-2-(2-fluoro-4-iodoanilino)-5-[[3-fluoro-2-(methylsulfamoylamino)pyridin-4-yl]methyl]-N-methylbenzamide